(3S)-1-(2-{[4-(morpholin-4-yl)phenyl]amino}-5-(trifluoromethyl)pyrimidin-4-yl)pyrrolidin N1(CCOCC1)C1=CC=C(C=C1)NC1=NC=C(C(=N1)N1CCCC1)C(F)(F)F